4-(HEPTAFLUORO-2-PROPYL)-2-TRIFLUOROMETHYLANILINE FC(C(F)(F)F)(C(F)(F)F)C1=CC(=C(N)C=C1)C(F)(F)F